tert-butyl (R)-5-bromo-3-(((4aR,10bS)-3,4,4a,5,6,10b-hexahydro-1,10-phenanthrolin-1(2H)-yl)methyl)-3,4-dihydroisoquinoline-2(1H)-carboxylate BrC1=C2C[C@@H](N(CC2=CC=C1)C(=O)OC(C)(C)C)CN1CCC[C@H]2CCC3=CC=CN=C3[C@@H]12